FC=1C=2N(C=C(C1)NC(=O)C1=CC=C(C3=CN(N=C13)C1COC1)N1CCN(CC1)C(=O)OC(C)(C)C)C=C(N2)C tert-butyl 4-[7-({8-fluoro-2-methylimidazo[1,2-a]pyridin-6-yl} carbamoyl)-2-(oxetan-3-yl)indazol-4-yl]piperazine-1-carboxylate